ClC1=CC=C(C=C1)C=1C=C(NC1)C(=O)O 4-(4-Chlorophenyl)-1H-pyrrole-2-carboxylic acid